FC1(CCC(CC1)[C@H](NC(=O)C1=CC=NN1CC)C=1N=C2N(N=C(C(=C2)C)CC2C(NC[C@H](C2)C(F)(F)F)=O)C1)F N-((1S)-(4,4-difluorocyclohexyl)(7-methyl-6-(((5S)-2-oxo-5-(trifluoromethyl)piperidin-3-yl)methyl)imidazo[1,2-b]pyridazin-2-yl)methyl)-1-ethyl-1H-pyrazole-5-carboxamide